(S)-2-(2-(benzyloxy)pyridin-4-yl)-2-cyclopropylethanol C(C1=CC=CC=C1)OC1=NC=CC(=C1)[C@@H](CO)C1CC1